2-(3,5-dichloro-4-(4-hydroxy-3-(1H-1,2,4-triazol-1-yl)benzyl)phenoxy)acetamide ClC=1C=C(OCC(=O)N)C=C(C1CC1=CC(=C(C=C1)O)N1N=CN=C1)Cl